Carboxymethyl-[2-[2-[[4-[[3-(2,3-difluoro-4-methoxy-phenyl)imidazo[1,2-a]pyrazin-8-yl]amino]-2-ethyl-benzoyl]amino]ethoxy]ethyl]-dimethyl-ammonium formate C(=O)[O-].C(=O)(O)C[N+](C)(C)CCOCCNC(C1=C(C=C(C=C1)NC=1C=2N(C=CN1)C(=CN2)C2=C(C(=C(C=C2)OC)F)F)CC)=O